2,3-dihydrobenzo[b]thiophene-4-carboxamide 1,1-dioxide S1(C2=C(CC1)C(=CC=C2)C(=O)N)(=O)=O